[Pt].[Cs] cesium-platinum